(2R,3R,4R,5R,6R)-2-(hydroxymethyl)-6-((5-(1-(methylsulfonyl)piperidin-4-yl)isoxazol-3-yl)methyl)-4-(4-(3,4,5-trifluorophenyl)-1H-1,2,3-triazol-1-yl)tetrahydro-2H-pyran-3,5-diol OC[C@H]1O[C@@H]([C@@H]([C@H]([C@H]1O)N1N=NC(=C1)C1=CC(=C(C(=C1)F)F)F)O)CC1=NOC(=C1)C1CCN(CC1)S(=O)(=O)C